N1(C=NC=C1)C1=CC=C(N=N1)C(=O)NC1=C(C(=O)OC)C=C(C(=C1)OCCC1=C(C=C(C(=C1)C(=O)OC)N(C(=O)OC(C)(C)C)C(=O)OC(C)(C)C)Cl)OC methyl 2-(6-(1H-imidazol-1-yl)pyridazine-3-carboxamido)-4-(4-(bis(tert-butoxycarbonyl)amino)-2-chloro-5-(methoxycarbonyl)phenethoxy)-5-methoxy-benzoate